CC1(CCCC=2C(=NC(=NC12)N)OC1=C(C=CC=C1)C)C 8,8-dimethyl-4-(2-methylphenoxy)-6,7-dihydro-5H-quinazolin-2-amine